O1CCCC12CCN(CC2)CC2=C(C=C(CNC1=C3C(N(C(C3=CC=C1)=O)C1C(NC(CC1)=O)=O)=O)C=C2)F 4-(4-(1-oxa-8-azaspiro[4.5]decan-8-ylmethyl)-3-fluorobenzylamino)-2-(2,6-dioxopiperidin-3-yl)isoindoline-1,3-dione